C(C1=CC=CC=C1)OC1=NC=2C=CC=C(C2C(=C1)Cl)C#N 2-benzyloxy-4-chloro-quinoline-5-carbonitrile